ClC=1C=C(C=CC1CO)B(O)O 3-CHLORO-4-(HYDROXYMETHYL)PHENYLBORONIC ACID